C(C1=CC=CC=C1)NC1=C2C(=NC(=C1)Cl)C(=CS2)Cl N-benzyl-3,5-dichlorothieno[3,2-b]pyridin-7-amine